1-[3-(5-amino-1,3,4-oxadiazol-2-yl)prop-2-ynyl]-3-[2,4-bis(trifluoromethyl)phenyl]-7-fluoro-2,3,4,5-tetrahydro-1H-1-benzazepin-2-one NC1=NN=C(O1)C#CCN1C(C(CCC2=C1C=CC(=C2)F)C2=C(C=C(C=C2)C(F)(F)F)C(F)(F)F)=O